1-carboxyformamide C(=O)(O)C(=O)N